3-amino-6-(8-chloroquinolin-6-yl)-5-phenylpyrazin NC=1C=NC(=C(N1)C1=CC=CC=C1)C=1C=C2C=CC=NC2=C(C1)Cl